tert-Butyl 4,4-difluoro-2-formyl-2-methylpyrrolidine-1-carboxylate FC1(CC(N(C1)C(=O)OC(C)(C)C)(C)C=O)F